C1OCC12CCN(CC2)C2CCC(CC2)NC=2C=1C=C(N(C1C=CC2)CC(F)(F)F)C#CCNC2=C(C=C(C=C2)S(=O)(=O)CC)OC N-((1S,4S)-4-(2-oxa-7-azaspiro[3.5]nonan-7-yl)cyclohexyl)-2-(3-((4-(ethylsulfonyl)-2-methoxyphenyl)amino)prop-1-yn-1-yl)-1-(2,2,2-trifluoroethyl)-1H-indol-4-amine